N-(4-(3-Amino-6-chloro-1H-pyrazolo[4,3-c]pyridin-1-yl)-3-methoxyphenyl)methanesulfonamide NC1=NN(C2=C1C=NC(=C2)Cl)C2=C(C=C(C=C2)NS(=O)(=O)C)OC